The molecule is an octadecadienoyl-CoA that results from the formal condensation of the thiol group of coenzyme A with the carboxy group of (2E,9E)-octadecadienoic acid. It is a trans-2-enoyl-CoA, an 11,12-saturated fatty acyl-CoA and an octadecadienoyl-CoA. It is a conjugate acid of a (2E,9E)-octadecadienoyl-CoA(4-). CCCCCCCC/C=C/CCCCC/C=C/C(=O)SCCNC(=O)CCNC(=O)[C@@H](C(C)(C)COP(=O)(O)OP(=O)(O)OC[C@@H]1[C@H]([C@H]([C@@H](O1)N2C=NC3=C(N=CN=C32)N)O)OP(=O)(O)O)O